1',3'-dihydrospiro[cyclohexane-1,2'-inden]-3'-amine C1C2(C(C3=CC=CC=C13)N)CCCCC2